ClC1=C(C(=O)O)C(=CC(=N1)Cl)F 2,6-dichloro-4-fluoronicotinic acid